C(C)(C)(C)OC(=O)N1[C@@H](CCC1)C=1C=C(C=C2CCN(CC12)C(C1=CC=CC=C1)=O)C=1C=C2C(=NC1)NC=C2C (S)-2-(2-benzoyl-6-(3-methyl-1H-pyrrolo[2,3-b]pyridin-5-yl)-1,2,3,4-Tetrahydroisoquinolin-8-yl)pyrrolidine-1-carboxylic acid tert-butyl ester